4-fluoro-6-methoxy-5-trifluoromethyl-2-(6-trifluoromethyl-3-pyridyl)pyridine FC1=CC(=NC(=C1C(F)(F)F)OC)C=1C=NC(=CC1)C(F)(F)F